pyridine, pyridinium salt [NH+]1=CC=CC=C1.N1=CC=CC=C1